CCCCCCCCCCCCCCCC(=O)OC[C@H](COP(=O)([O-])OCC[N+](C)(C)C)OC(=O)CCCCCCCCC/C=C\CCCCCCCC 1-hexadecanoyl-2-(11Z-eicosenoyl)-glycero-3-phosphocholine